7-fluoro-1-methyl-pyrazolo[4,3-c]Quinolin-4-one FC=1C=CC2=C3C(C(N=C2C1)=O)=CNN3C